C(#N)C=1C(=CC(=NC1N1[C@H]([C@@H](C1)O)C)N1CC2(C1)CC(C2)C(=O)OC)C(F)(F)F Methyl 2-(5-cyano-6-((2S,3R)-3-hydroxy-2-methylazetidine-1-yl)-4-(trifluoromethyl)pyridin-2-yl)-2-azaspiro[3.3]heptan-6-carboxylate